(E)-3-fluoro-N-(4-(3-(2-(pyridin-2-yl)vinyl)-1H-indazol-6-yl)phenyl)benzamide FC=1C=C(C(=O)NC2=CC=C(C=C2)C2=CC=C3C(=NNC3=C2)\C=C\C2=NC=CC=C2)C=CC1